OC1=C(C=C(C=C1)C1=CC=C(C=C1)N1C(N(C2=NC=CC=C21)[C@@H]2CN(CC2)C(=O)OC(C)(C)C)=O)C(=O)OC tert-Butyl (S)-3-(1-(4'-hydroxy-3'-(methoxycarbonyl)-[1,1'-biphenyl]-4-yl)-2-oxo-1,2-dihydro-3H-imidazo[4,5-b]pyridin-3-yl)pyrrolidine-1-carboxylate